6-fluoro-N-(4-isopropylbenzyl)-N-methyl-2H-benzopyran-3-carboxamide FC=1C=CC2=C(C=C(CO2)C(=O)N(C)CC2=CC=C(C=C2)C(C)C)C1